6-(3,4-dihydro-2H-quinoline-1-carbonyl)-3,4-dihydro-1H-quinolin-2-one N1(CCCC2=CC=CC=C12)C(=O)C=1C=C2CCC(NC2=CC1)=O